4-((1-(4-(trifluoromethyl)phenyl)piperidin-4-yl)oxy)-1H-1,2,3-triazole-5-carboxylic acid 2,2,2-trifluoroacetate FC(C(=O)O)(F)F.FC(C1=CC=C(C=C1)N1CCC(CC1)OC=1N=NNC1C(=O)O)(F)F